(S)-4-methyl-3-(1-(5-methylpyrazolo[1,5-a]pyrimidin-3-yl)pyrrolidin-3-yl)-N-(5-(trifluoromethyl)pyridin-3-yl)benzamide Sodium calcium [Ca].[Na].CC1=C(C=C(C(=O)NC=2C=NC=C(C2)C(F)(F)F)C=C1)[C@H]1CN(CC1)C=1C=NN2C1N=C(C=C2)C